5-[(4R,9aS)-4-methyl-8-(5,6,7,8-tetrahydro-2,7-naphthyridin-4-yl)-3,4,6,7,9,9a-hexahydro-1H-pyrazino[1,2-a]pyrazin-2-yl]quinoline-8-carbonitrile C[C@@H]1CN(C[C@@H]2N1CCN(C2)C2=CN=CC=1CNCCC21)C2=C1C=CC=NC1=C(C=C2)C#N